NC=1C=C(C=CC1NC1=CC=CC=C1)C(C(F)(F)F)(C(F)(F)F)C1=CC(=C(C=C1)NC1=CC=CC=C1)N 2,2-Bis[3-amino-4-(N-phenylamino)phenyl]hexafluoropropane